FC=1C(=CC=C2C3=C(C(OC12)=O)C=C(C=C3)O)O 4-fluoro-3,8-dihydroxy-6H-benzo[c]chromen-6-one